3-[(3R,4S)-3-dimethylaminomethyl-1-(5-fluoro-pyridin-3-ylmethyl)-4-hydroxy-piperidin-4-yl]Benzamide CN(C)C[C@@H]1CN(CC[C@@]1(O)C=1C=C(C(=O)N)C=CC1)CC=1C=NC=C(C1)F